C[C@@H]1CCN2C(O1)=C(C(=N2)C2CCN(CC2)S(=O)(=O)C)C(=O)OCC Ethyl (5R)-5-methyl-2-(1-methylsulfonylpiperidin-4-yl)-6,7-dihydro-5H-pyrazolo[5,1-b][1,3]oxazine-3-carboxylate